[Si].[U] uranium Silicon